2-amino-N-((R)-1-cyclopropyl-2-hydroxyethyl)-5-(2-((S)-1-cyclopropylethyl)-7-(methylsulfonyl)-1-oxoisoindolin-5-yl)pyrazolo[1,5-a]pyrimidine-3-carboxamide NC1=NN2C(N=C(C=C2)C=2C=C3CN(C(C3=C(C2)S(=O)(=O)C)=O)[C@@H](C)C2CC2)=C1C(=O)N[C@@H](CO)C1CC1